4-(4-(azetidin-3-ylmethoxy)-1H-pyrazolo[3,4-d]pyrimidin-6-yl)phenol N1CC(C1)COC1=C2C(=NC(=N1)C1=CC=C(C=C1)O)NN=C2